C(CCCCC)OC1=CC=C(C=C1)CCC(=O)O 3-(4-(hexyloxy)phenyl)propanoic acid